C(=O)O.ClC1=CC(=C(C(=O)NC(C)C)C=C1)C1=CC=C2C(=CN=NC2=C1)NCC1=C(C=C(C=C1)OC)OC 4-chloro-2-[4-[(2,4-dimethoxyphenyl)methylamino]cinnolin-7-yl]-N-propan-2-ylbenzamide Formic Acid Salt